7-methyl-1-((3-((3R,5R)-5-(4-(trifluoromethoxy)phenyl)tetrahydrofuran-3-yl)-1,2,4-oxadiazol-5-yl)methyl)-1,7-dihydro-6H-purin-6-one CN1C=NC=2N=CN(C(C12)=O)CC1=NC(=NO1)[C@@H]1CO[C@H](C1)C1=CC=C(C=C1)OC(F)(F)F